ClC1=NC=CC(=N1)C1=CN(C2=CC=CC=C12)C(CC)O (3-(2-chloropyrimidin-4-yl)-1H-indol-1-yl)propan-1-ol